ClCC(=O)NC1(CN(CC1)C(=O)OCC1=CC=CC=C1)C1=CC=C(C=C1)F benzyl 3-[(2-chloroacetyl)amino]-3-(4-fluorophenyl)pyrrolidine-1-carboxylate